FC1(COC2=C1C=CC=C2C(C)NN2C=C(OC(C2)C)C)F 4-((1-(3,3-difluoro-2,3-dihydrobenzofuran-7-yl)ethyl)amino)-2,6-dimethyl-6H-[1,4]oxazine